[N+](=O)([O-])C=1C=C(C=CC1)C=1N=C(SC1)NC(CSC1=NC2=NC=CN=C2C(N1CCC1=CC=CC=C1)=O)=O N-(4-(3-Nitrophenyl)thiazol-2-yl)-2-((4-oxo-3-phenethyl-3,4-dihydropteridin-2-yl)thio)acetamide